C(CCC)OCC1CO1 1-butoxy-2,3-epoxypropane